ClC1=NC=C(C=N1)CN1C=CC=C2C1=NC(N(C2=O)C2=CC=C(C=C2)SC)=O 8-((2-chloropyrimidin-5-yl)methyl)-3-(4-(methylthio)phenyl)pyrido[2,3-d]pyrimidine-2,4(3H,8H)-dione